C(=C)C1=CC=C(COC(=O)C2=C(C(=O)O)C=CC=C2)C=C1 2-[[(4-vinylbenzyl)oxy]carbonyl]benzoic acid